CC1(C(C1)CCCO)C 3-(2,2-dimethylcyclopropyl)propanol